1-(3-cyano-7-methoxy-4-((4-methoxy-3-methylphenyl)amino)quinolin-6-yl)-3-(tetrahydro-2H-pyran-4-yl)urea C(#N)C=1C=NC2=CC(=C(C=C2C1NC1=CC(=C(C=C1)OC)C)NC(=O)NC1CCOCC1)OC